FC1=CC2=C(N=CS2)C=C1NC1=C2C(=NC=C1)SC(=C2)[C@H]2CCN([C@]21COCC1)C 6-Fluoro-N-(2-((4S,5S)-1-methyl-7-oxa-1-azaspiro[4.4]nonan-4-yl)thieno[2,3-b]pyridin-4-yl)benzo[d]thiazol-5-amine